N-(2',4',5'-trifluoro-biphenyl-2-yl)-1-methyl-3-trifluoromethyl-pyrazol-4-ylcarboxamide FC1=C(C=C(C(=C1)F)F)C1=C(C=CC=C1)NC(=O)C=1C(=NN(C1)C)C(F)(F)F